C(C)(=O)OC(C1=CC(=C(C=C1)F)C#N)C=1C(=C2C=CN(C2=CC1F)[Si](C(C)C)(C(C)C)C(C)C)Br (4-bromo-6-fluoro-1-(triisopropylsilyl)-1H-indol-5-yl)(3-cyano-4-fluorophenyl)methyl acetate